2-[[2-bromo-4-(trifluoromethyl)imidazol-1-yl]methoxy]ethyl-trimethyl-silane BrC=1N(C=C(N1)C(F)(F)F)COCC[Si](C)(C)C